methyl (2R)-2-[2-(tert-butoxycarbonylamino)ethylamino]-3-(4-nitrophenyl)propanoate C(C)(C)(C)OC(=O)NCCN[C@@H](C(=O)OC)CC1=CC=C(C=C1)[N+](=O)[O-]